2,4-disulfonylphenyl-t-butylnitrone S(=O)(=O)=C1C(C=CC(C1)=S(=O)=O)C(=[NH+][O-])C(C)(C)C